tert-Butyl 6-((3-carbamoyl-6-(2,6-difluorophenyl)pyridazin-4-yl)amino)nicotinate C(N)(=O)C=1N=NC(=CC1NC1=NC=C(C(=O)OC(C)(C)C)C=C1)C1=C(C=CC=C1F)F